CN1C(=NN=C1)CC1(CCC1)C1=CC(=NC(=C1)N1C(C2=CC(=CC(=C2C1)C(F)(F)F)CNC1(CCC1)C)=O)NCCC#N 3-((4-(1-((4-methyl-4H-1,2,4-triazol-3-yl)methyl)cyclobutyl)-6-(6-(((1-methylcyclobutyl)amino)methyl)-1-oxo-4-(trifluoromethyl)isoindolin-2-yl)pyridin-2-yl)amino)propanenitrile